N=1N(N=C2C1C=CC=C2)C2=C(C=C(C(=C2)O)C(C)(C)C)CCC(=O)OCCCCCCOC(CCC2=C(C=C(C(=C2)C(C)(C)C)O)N2N=C1C(=N2)C=CC=C1)=O 1,6-hexanediol bis(benzotriazol-2-yl-5-t-butyl-4-hydroxybenzenepropionate)